N-(1-methyl-2-hydroxyethyl)-2,6-diethylaniline CC(CO)NC1=C(C=CC=C1CC)CC